CC1(C(=NC=2C=CC3=C(C12)C=CC(=C3)S(=O)(=O)[O-])C)C.[K+] potassium 1,1,2-trimethyl-1H-Benz[e]indole-7-sulfonate